1-(1H-Benzo[d][1,2,3]triazol-1-yl)anthracen-9,10-dion N1(N=NC2=C1C=CC=C2)C2=CC=CC=1C(C3=CC=CC=C3C(C21)=O)=O